Tert-Butyl 6-(5-cyclopropyl-4H-1,2,4-triazol-3-yl)-2-azaspiro[3.3]heptane-2-carboxylate C1(CC1)C=1NC(=NN1)C1CC2(CN(C2)C(=O)OC(C)(C)C)C1